benzyl (S)-4-(4-(3-(4-(3-carbamoyl-2-(4-phenoxyphenyl)-4,5,6,7-tetrahydropyrazolo[1,5-a]pyrimidin-7-yl)piperidin-1-yl)-3-oxopropyl)phenyl)piperazine-1-carboxylate C(N)(=O)C=1C(=NN2C1NCC[C@H]2C2CCN(CC2)C(CCC2=CC=C(C=C2)N2CCN(CC2)C(=O)OCC2=CC=CC=C2)=O)C2=CC=C(C=C2)OC2=CC=CC=C2